Cl.OC(CN1CCC(CC1)CN1N=CC=C(C1=O)C1=CC=CC=C1)C1=CC=CC=C1 2-((1-(2-hydroxy-2-phenylethyl)piperidin-4-yl)methyl)-4-phenylpyridazin-3(2H)-one hydrochloride